methyl 2-bromo-2-(5-fluoro-2-methoxyphenyl)-acetate BrC(C(=O)OC)C1=C(C=CC(=C1)F)OC